FC(C(=O)O)(F)F.C(C)(C)(C)NC1CN(CCC1)C=1N=NC(=CN1)C1=C(C=C(C=C1)C=1C=NNC1)O 2-{3-[3-(tert-butylamino)piperidin-1-yl]-1,2,4-triazin-6-yl}-5-(1H-pyrazol-4-yl)phenol trifluoroacetate